ClC=1C=CC=C2C(NC(=NC12)C1=CC=CC=C1)C(=O)O 8-chloro-2-phenyl-3,4-dihydroquinazoline-4-carboxylic acid